4-{[3-(3-(trifluoromethyl)benzenesulfonamido)-cyclobutyl-1-yl]-methyl-amino}-1H-pyrrolo[2,3-b]pyridin-5-carbonitrile FC(C=1C=C(C=CC1)S(=O)(=O)NC1CC(C1)=CNC1=C2C(=NC=C1C#N)NC=C2)(F)F